C(C)(C)N1C(N(C(C(=C1)C(=O)O)=O)C=1C=NN(C1)C)=O 1-isopropyl-3-(1-methyl-1H-pyrazol-4-yl)-2,4-dioxo-1,2,3,4-tetrahydro-pyrimidine-5-carboxylic acid